CC1=NOC(=C1C=1C=C2C(=NC1)N(C=C2C=2C=C(C(=O)O)C=CC2)CC2=CC(=CC=C2)C)C 3-(5-(3,5-dimethylisoxazol-4-yl)-1-(3-methylbenzyl)-1H-pyrrolo[2,3-b]pyridin-3-yl)benzoic acid